2,4-dimethylpyrrolo[1,2-a]pyrimidine-8-carboxylic acid CC1=NC=2N(C(=C1)C)C=CC2C(=O)O